(2S,3S,4R,5R)-2-((benzoyloxy)methyl)-5-(3,5-dioxo-4,5-dihydro-1,2,4-triazin-2(3H)-yl)-2-fluorotetrahydrofuran-3,4-diyl diacetate C(C)(=O)O[C@@H]1[C@@](O[C@H]([C@@H]1OC(C)=O)N1N=CC(NC1=O)=O)(F)COC(C1=CC=CC=C1)=O